((6-(difluoromethoxy)-2-(2,2'-dimethyl-3'-(5-(pyrrolidin-1-ylmethyl)pyridin-2-yl)-[1,1'-biphenyl]-3-yl)benzo[d]oxazol-5-yl)methyl)-L-proline FC(OC1=CC2=C(N=C(O2)C=2C(=C(C=CC2)C2=C(C(=CC=C2)C2=NC=C(C=C2)CN2CCCC2)C)C)C=C1CN1[C@@H](CCC1)C(=O)O)F